N-(2-(dimethylamino)ethyl)-5-(4-fluorophenoxy)-2-isobutyl-2H-indazole-6-carboxamide CN(CCNC(=O)C=1C(=CC2=CN(N=C2C1)CC(C)C)OC1=CC=C(C=C1)F)C